C(C(=C)C)(=O)OCCOC(=O)OC(C)(C)C 2-(tert-butyloxycarbonyloxy)ethyl methacrylate